4-(2-(4-methylbenzylidene)hydrazino)-2-(prop-2-yn-1-ylthio)-6-(trifluoromethyl)pyrimidine CC1=CC=C(C=NNC2=NC(=NC(=C2)C(F)(F)F)SCC#C)C=C1